C(C)OC(C(C(=O)NO)(F)F)CCCCCCCCN1P=NP(N(P1F)F)F ethoxy(pentafluoro)cyclotriphosphazeneundecylhydroxamic acid